[N+](=O)([O-])C1=C(C=CC=C1)N1CCC2(CC1)NCCC1=CC=CC=C12 (2-nitrophenyl)-3,4-dihydro-2H-spiro[isoquinoline-1,4'-piperidine]